C(CCC=O)=O 1,4-butandion